O[C@@]1(C(N(CC1)C)=O)C1=CC(=NO1)C=1C=C(C=CC1)C1=NC(=C2N1CCN(C2)C(C)C)C(=O)OCC (R)-Ethyl 3-(3-(5-(3-hydroxy-1-methyl-2-oxopyrrolidin-3-yl)isoxazol-3-yl)phenyl)-7-isopropyl-5,6,7,8-tetrahydroimidazo[1,5-a]pyrazine-1-carboxylate